C(C)C=1N(C=CN1)CC1=CC=C(C=C1)C=1C(=CC=C(C1)CC(C)C)S(=O)(=O)NC1=NC=CC=N1 4'-((2-ethyl-1H-imidazol-1-yl)methyl)-5-isobutyl-N-(pyrimidin-2-yl)-[1,1'-biphenyl]-2-sulfonamide